N[C@H]1C2N(CC1CC2)C(=O)C=2C=C(C1=C(SC(=C1C)C1=CC=3C(=NC(=CC3)N3CCC(CC3)OC)N1CC1CC1)C2)OC ((7R)-7-Amino-2-azabicyclo[2.2.1]heptan-2-yl)(2-(1-(cyclopropylmethyl)-6-(4-methoxypiperidin-1-yl)-1H-pyrrolo[2,3-b]pyridin-2-yl)-4-methoxy-3-methylbenzo[b]thiophen-6-yl)methanone